C(C)(C)(C)OC(=O)NC=1C(=C(C=CC1)CN1C(OC2=C(C1)C=CC(=C2)CC(=O)O)=O)F 2-{3-[(3-{[(tert-butoxy)carbonyl]amino}-2-fluorophenyl)methyl]-2-oxo-3,4-dihydro-2H-1,3-benzoxazin-7-yl}acetic acid